tert-Butyl 4-(6-bromo-1H-indol-3-yl)piperazine-1-carboxylate BrC1=CC=C2C(=CNC2=C1)N1CCN(CC1)C(=O)OC(C)(C)C